6-(4-(6-Ethyl-5-(8-methoxy-[1,2,4]triazolo[1,5-a]pyridin-6-yl)-4H-pyrrolo[3,2-d]thiazol-2-yl)cyclohexyl)-2-oxa-6-azaspiro[3.3]heptane C(C)C1=C(NC2=C1N=C(S2)C2CCC(CC2)N2CC1(COC1)C2)C=2C=C(C=1N(C2)N=CN1)OC